COC(=O)C1=CC(=NN1C=1SC(=C(N1)C1=CC(=C(C=C1)Cl)Cl)F)C 1-(4-(3,4-Dichlorophenyl)-5-fluorothiazol-2-yl)-3-methyl-1H-pyrazole-5-carboxylic acid methyl ester